C(C)(=O)N[C@@H]1[C@H](O)O[C@H]([C@H]([C@H]1OCC1=CC=CC=C1)O)CO 2-acetamido-3-O-benzyl-2-deoxy-alpha-L-galactopyranose